(3R,4R)-(1-benzyl-4-methyl-piperidin-3-yl)-methyl-(7H-pyrrolo[2,3-d]pyrimidin-4-yl)-amine C(C1=CC=CC=C1)N1C[C@@H]([C@@H](CC1)C)N(C=1C2=C(N=CN1)NC=C2)C